C1(CC1)C=1C2=C(C(N(C1)C1=CC(=CC=C1)C1(CC(C1)(F)F)CC1=NN=CN1C)=O)NC(=C2)CN2C[C@H](CCC2)C 4-cyclopropyl-6-[3-[3,3-difluoro-1-[(4-methyl-1,2,4-triazol-3-yl)methyl]cyclobutyl]phenyl]-2-[[(3S)-3-methyl-1-piperidinyl]methyl]-1H-pyrrolo[2,3-c]pyridin-7-one